(dimethylamino)zirconium CN(C)[Zr]